BrCCCOC1=C(C=C(C=C1)S(=O)(=O)Cl)F 4-(3-bromopropoxy)-3-fluorobenzenesulfonyl chloride